4-(p-chlorophenyl)-1,3,2-Oxathiazolylium-5-olate ClC1=CC=C(C=C1)[C+]1SNOC1[O-]